C(#N)C1=CC=C(C=C1)C1OC2=C(C=[N+](C=C2)C)N1[2H] 2-(4-Cyanophenyl)-5-methyl-oxazolo[4,5-c]pyridin-5-ium-3-d